thioacetic acid S-(3-hydroxy-2-(pyridin-4-yl) propyl) ester OCC(CSC(C)=O)C1=CC=NC=C1